N[C@@H]([C@@H](C(=O)N1[C@@H](CCC1)C(=O)N[C@H](C(=O)NCCC1=CC2=CC=CC=C2C=C1)CC(C)C)O)CC(C)C (S)-1-((2S,3R)-3-amino-2-hydroxy-5-methylhexanoyl)-N-((S)-4-methyl-1-((2-(naphthalen-2-yl)ethyl)amino)-1-oxopentan-2-yl)pyrrolidine-2-carboxamide